C1(=CC=CC=C1)C=1N=CC(=NC1C1=CC=CC=C1)NCCCCO 4-[(5,6-diphenyl-pyrazine-2-yl)amino]-1-butanol